4-chloro-5-(3-(6-((1-cyclopropyl-1H-indazol-6-yl)(methyl)amino)-2-azaspiro[3.3]heptan-2-yl)propyl)pyridazin-3(2H)-one ClC=1C(NN=CC1CCCN1CC2(C1)CC(C2)N(C)C2=CC=C1C=NN(C1=C2)C2CC2)=O